CC1=CP(CC1)(C1=CC=CC=C1)=O 3-methyl-1-phenyl-2-phospholene oxide